C(=O)(O)C1=CC=C(C=C1)C=1C(=NC=C(C1)C(=O)O)C1=NC=CC=C1 (4-carboxyphenyl)-[2,2'-bipyridine]-5-carboxylic acid